N-methyl-2-(1-(m-tolyl)vinyl)aniline CNC1=C(C=CC=C1)C(=C)C=1C=C(C=CC1)C